COC1=CC2=CC(N=C2C=C1)=O 5-methaneOxyindol-2-one